C(C)N=C=NCCCN(C)C ethyl-3-(3'-dimethylaminopropyl)carbodiimide